(Z)-7-decenal C(CCCCC\C=C/CC)=O